C(C)(C)(C)OC(=O)N1C2CN(CC1CC2)C2=NC(=NC1=C(C(=C(C=C21)Cl)Br)F)OC[C@H]2N(CCC2)C 3-(7-bromo-6-chloro-8-fluoro-2-{[(2S)-1-methylpyrrolidin-2-yl]Methoxy}quinazolin-4-yl)-3,8-diazabicyclo[3.2.1]Octane-8-carboxylic acid tert-butyl ester